5-(trifluoromethyl)piperidin-3-ol FC(C1CC(CNC1)O)(F)F